4,7-methanoisoindole C=1NC=C2C3=CC=C(C12)C3